[N+](=O)([O-])C1=CC2=C(N=C(O2)C2=C(C=CC=C2)C)C=C1 6-nitro-2-(2-methylphenyl)-1,3-benzoxazole